sodium (E)-6,6'-(ethene-1,2-diyl)bis(3-((4-methylphenyl)sulfonamido)benzene-sulfonate) C(=C\C1=CC=C(C=C1S(=O)(=O)[O-])NS(=O)(=O)C1=CC=C(C=C1)C)/C1=CC=C(C=C1S(=O)(=O)[O-])NS(=O)(=O)C1=CC=C(C=C1)C.[Na+].[Na+]